O1C2=C(OCC1)C(=CC=C2)NC2=NC=1N(C(=C2)NC)N=CC1NC(=O)NC1CC(C1)CO 1-(5-((2,3-dihydrobenzo[b][1,4]dioxin-5-yl)amino)-7-(methylamino)pyrazolo[1,5-a]pyrimidin-3-yl)-3-(3-(hydroxymethyl)cyclobutyl)urea